N-(4-fluorophenyl)-3-(4-(3-(hydroxymethyl)-5-(trifluoromethyl)pyridin-2-yl)phenyl)oxetane-3-carboxamide FC1=CC=C(C=C1)NC(=O)C1(COC1)C1=CC=C(C=C1)C1=NC=C(C=C1CO)C(F)(F)F